2-[[4-[6-[(4-cyano-2-fluoro-phenyl)methoxy]-2-pyridyl]-2,5-difluoro-phenyl]methyl]-3-[(3R,4R)-4-methoxy-1-methylsulfonyl-pyrrolidin-3-yl]benzimidazole-5-carboxylic acid C(#N)C1=CC(=C(C=C1)COC1=CC=CC(=N1)C1=CC(=C(C=C1F)CC=1N(C2=C(N1)C=CC(=C2)C(=O)O)[C@@H]2CN(C[C@H]2OC)S(=O)(=O)C)F)F